2-bromo-6-chloro-4-(3-(methoxymethyl)oxiran-2-yl)pyridine BrC1=NC(=CC(=C1)C1OC1COC)Cl